ClC=1C=C(N)C=C(C1OC1=NN=C(C=2CCCCC12)Cl)Cl 3,5-dichloro-4-((4-chloro-5,6,7,8-tetrahydrophthalazin-1-yl)oxy)aniline